6-[4-[acetyl-(2,2-difluoroethyl)amino]-3-chloro-phenyl]-N-(3-pyridylmethyl)pyridine-3-carboxamide tin-zirconium [Zr].[Sn].C(C)(=O)N(C1=C(C=C(C=C1)C1=CC=C(C=N1)C(=O)NCC=1C=NC=CC1)Cl)CC(F)F